C1(CC1)OC1=CC=C2C=C(C=C(C2=C1)CC(C)NC(C)=O)F N-(1-(7-cyclopropoxy-3-fluoronaphthalen-1-yl)propan-2-yl)acetamide